(13Z,16Z)-4-(((2-(dimethylamino)ethoxy)carbonyl)oxy)docosa-13,16-dien-1-yl-2,2-bis(heptyloxy)acetate CN(CCOC(=O)OC(CCCOC(C(OCCCCCCC)OCCCCCCC)=O)CCCCCCCC\C=C/C\C=C/CCCCC)C